C(C)(C)(C)OC(=O)N1CC(C2=C1C=NC=1N2N(CC1)CC)(C(F)(F)F)C 1-2-ethyl-8-methyl-8-(trifluoromethyl)-7,8-dihydro-6H-pyrazolo[1,5-a]pyrrolo[2,3-e]pyrimidine-6-carboxylic acid tert-butyl ester